ClC1=NC2=CC=CC=C2C(=C1)C(=O)NCC1=CC=C(C=C1)NS(=O)(=O)C 2-Chloro-N-(4-(methylsulfonamido)benzyl)chinolin-4-carboxamid